phosphoric acid-bis-(4-nitrophenyl) ester [N+](=O)([O-])C1=CC=C(C=C1)OP(OC1=CC=C(C=C1)[N+](=O)[O-])(O)=O